(±)-methyl 4-[3-[(4,5-dichloro-1-methyl-indole-2-carbonyl) amino]-1-ethyl-pyrrolidin-3-yl]benzoate ClC1=C2C=C(N(C2=CC=C1Cl)C)C(=O)N[C@@]1(CN(CC1)CC)C1=CC=C(C(=O)OC)C=C1 |r|